C(C)OC(C=C)=O.[K] potassium ethylacrylate